3-(3-(cyclopropanesulfonamido)-2-fluorobenzyl)-2-oxo-3,4-dihydro-2H-benzo[e][1,3]oxazin-7-yl dimethylcarbamate CN(C(OC1=CC2=C(CN(C(O2)=O)CC2=C(C(=CC=C2)NS(=O)(=O)C2CC2)F)C=C1)=O)C